[Br-].COC1=CC=CC2=[N+](C3=CC=CC(=C3C(=C12)C1=CC=CC=C1)OC)C1=CC=CC=C1 1,8-dimethoxy-9,10-diphenylacridinium bromide